N-methyl-1-[6-[3-(6-methyl-2-pyridyl)-1H-pyrazol-4-yl]-1,5-naphthyridin-4-yl]methanamine CNCC1=CC=NC2=CC=C(N=C12)C=1C(=NNC1)C1=NC(=CC=C1)C